C(C)OC(=O)C=1C=NC(=NC1)N1N=C(C2=CC=CC=C12)C 2-(3-methyl-1H-indazol-1-yl)pyrimidine-5-carboxylic acid ethyl ester